CC=1C=C(C=CC1)N(C1=CC(=CC=C1)C)C1=CC=C(C=C1)N(C1=CC=CC=C1)C1=CC=C(C=C1)C1=CC=C(C=C1)N(C1=CC=C(C=C1)N(C1=CC(=CC=C1)C)C1=CC(=CC=C1)C)C1=CC=CC=C1 4,4'-bis[N-[4-{N,N-bis(3-methyl-phenyl)amino}phenyl]-N-phenylamino]Biphenyl